methyl-1-oxo-2,6-naphthyridin CC=1NC(C2=CC=NC=C2C1)=O